COC(C#C)(C)C 3-Methoxy-3-methyl-but-1-yne